ClC1=C(C=CC(=C1)Cl)NC(=S)N 2,4-dichlorophenylthiourea